[[2-(2-amino-4-tert-butyl-phenyl)acetyl]amino]-N-tert-butyl-pyridine-2-carboxamide NC1=C(C=CC(=C1)C(C)(C)C)CC(=O)NC=1C(=NC=CC1)C(=O)NC(C)(C)C